FC([C@@H]1CN(C(N1C=1N=C2N(CCOC3=C2C=CC(=C3)N[C@H](C(=O)N)C)C1)=C=O)C)F (S)-2-((2-((S)-5-(difluoromethyl)-3-methyl-2-carbonylimidazolidin-1-yl)-5,6-dihydrobenzo[f]imidazo[1,2-d][1,4]oxazepin-9-yl)amino)propionamide